6-((((9H-fluoren-9-yl)methoxy)carbonyl)amino)hexanoic acid C1=CC=CC=2C3=CC=CC=C3C(C12)COC(=O)NCCCCCC(=O)O